4-chlorocyclohexane-1-thioic acid ClC1CCC(CC1)C(O)=S